(R)-1-(7-(8-bromo-3-hydroxynaphthalen-1-yl)-2-((1-(morpholinomethyl)cyclopropyl)methoxy)-5,6,7,8-tetrahydropyrido[3,4-d]pyrimidin-4-yl)-3-methylpiperidin-3-ol BrC=1C=CC=C2C=C(C=C(C12)N1CC=2N=C(N=C(C2CC1)N1C[C@@](CCC1)(O)C)OCC1(CC1)CN1CCOCC1)O